C(=O)C1=CC=2C(C3=CC=C(C=C3N(C2C=C1)C(=O)OC(C)(C)C)OC)(C)C tert-butyl 2-formyl-6-methoxy-9,9-dimethylacridine-10(9H)-carboxylate